COC(=O)C1=NC2=CC=C(C=C2C(=C1)OC1COC1)Br 6-bromo-4-(oxetan-3-yloxy)quinoline-2-carboxylic acid methyl ester